NC1C=CC(S(=O)(=O)NC2C=CC=CN=2)=CC=1 Sulfapyridine